(S)-2-hydroxy-2-phenyl-N-(5-(4-(6-(2-(3-(trifluoromethoxy)phenyl)acetamido)pyridazin-3-yl)butyl)-1,3,4-thiadiazol-2-yl)acetamide O[C@H](C(=O)NC=1SC(=NN1)CCCCC=1N=NC(=CC1)NC(CC1=CC(=CC=C1)OC(F)(F)F)=O)C1=CC=CC=C1